6-(2H-1,2,3-triazol-2-yl)-5-trifluoromethylpyridine N=1N(N=CC1)C1=C(C=CC=N1)C(F)(F)F